(2R)-methyl 2-hydroxy-2-methylbutyrate O[C@@](C(=O)OC)(CC)C